CCCCCCCCCCC undecyl hydride